FC=1C=C2C=NNC(C2=CC1)=O 6-fluorophthalazin-1(2H)-one